OC[C@H](C1=CC=CC=C1)NC1=NC(=NC=C1C=1OC=NN1)NC=1C=C2C(NC(C2=CC1)=O)(C)C (S)-5-((4-((2-hydroxy-1-phenylethyl)amino)-5-(1,3,4-oxadiazol-2-yl)pyrimidin-2-yl)amino)-3,3-dimethylisoindolin-1-one